N-[5-(2,6-difluoro-4-methoxyphenyl)-1-methyl-3-oxo-2-[6-(3-oxopiperazin-1-yl)-3-(trifluoromethyl)pyridin-2-yl]-2,3-dihydro-1H-pyrazol-4-yl]-4-(difluoromethoxy)benzamide FC1=C(C(=CC(=C1)OC)F)C1=C(C(N(N1C)C1=NC(=CC=C1C(F)(F)F)N1CC(NCC1)=O)=O)NC(C1=CC=C(C=C1)OC(F)F)=O